C(C1=CC=CC=C1)OC1=C(CN/2C(N(C(N\C2=N/C2=CC3=CN(N=C3C=C2Cl)C)=O)C2=NC=CC=C2)=O)C=C(C(=C1)F)F (E)-1-(2-(benzyloxy)-4,5-difluorobenzyl)-6-((6-chloro-2-methyl-2H-indazol-5-yl)imino)-3-(pyridin-2-yl)-1,3,5-triazine-2,4-dione